ClC=1C(=NC(=NC1)N[C@@H]1C[C@H]2CO[C@@H]([C@H]1O)O2)C2=CC1=C(N=C3N1C(CN(C3=O)C)C)C(=C2)F 7-(5-chloro-2-(((1S,3R,4S,5R)-4-hydroxy-6,8-dioxabicyclo[3.2.1]octan-3-yl)amino)pyrimidin-4-yl)-9-fluoro-2,4-dimethyl-3,4-dihydrobenzo[4,5]imidazo[1,2-a]pyrazin-1(2H)-one